3-cyclopropyl-9-[3-[(5-fluoro-3-pyridyl)amino]-1,2,4-triazol-4-yl]-N-isobutyl-8,9-dihydro-7H-cyclopenta[h]isoquinoline-5-sulfonamide C1(CC1)C=1N=CC=2C3=C(C=C(C2C1)S(=O)(=O)NCC(C)C)CCC3N3C(=NN=C3)NC=3C=NC=C(C3)F